F[C@H]1C[C@@H](NC1)C(=O)OCC1=CC=CC=C1 benzyl (2R,4S)-4-fluoropyrrolidine-2-carboxylate